perfluorooctyl-ammonium F[N+](C(C(C(C(C(C(C(C(F)(F)F)(F)F)(F)F)(F)F)(F)F)(F)F)(F)F)(F)F)(F)F